2,4-dimethyl-N,N-dimethylaniline CC1=C(N(C)C)C=CC(=C1)C